COC1=CC2=C(C3=C(C(N(C3=O)C=CC(=O)N)=O)S2)C=C1OC 3-(6,7-dimethoxy-1,3-dioxo-1,3-dihydro-2H-benzo[4,5]thieno[2,3-c]pyrrol-2-yl)propenamide